P(OCO[C@@H](CN1C2=NC=NC(=C2N=C1)N)C)([O-])=O ((R)-1-(6-amino-9H-purin-9-yl)propan-2-yloxy)methyl phosphonate